5-((S)-2,2-Dimethyltetrahydro-2H-pyran-4-yl)-1-((1S,2S)-2-methyl-1-(5-oxo-4,5-dihydro-1,2,4-oxadiazol-3-yl)cyclopropyl)-1H-indole-2-carboxylic acid CC1(OCC[C@@H](C1)C=1C=C2C=C(N(C2=CC1)[C@@]1([C@H](C1)C)C1=NOC(N1)=O)C(=O)O)C